(5α)-estrane-3,17-dione C[C@@]12C(CC[C@H]1[C@@H]1CC[C@H]3CC(CC[C@@H]3[C@H]1CC2)=O)=O